O=C1CC(CC(C1)=O)N 3,5-dioxo-1-cyclohexylamine